F[C@H]1C[C@H](N2N=C(N=C21)C(=O)C2C(C2)C#N)C2=CC=CC=C2 |r| 2-[rac-(5s,7s)-7-fluoro-5-phenyl-6,7-dihydro-5H-pyrrolo[1,2-b][1,2,4]triazole-2-carbonyl]cyclopropanecarbonitrile